FC1=C(C=CC(=C1)C(F)(F)F)[C@H]1N(CCC[C@H]1O)C(=O)OC(C)(C)C |&1:11| Rac-tert-butyl (3R)-2-(2-fluoro-4-(trifluoromethyl)phenyl)-3-hydroxypiperidine-1-carboxylate